C(C1=CC=CC=C1)C(CC)(C(C1=CC=C(C=C1)N1CCOCC1)=O)N(C)C 1-benzyl-1-dimethylamino-1-(4-morpholino-benzoyl)propane